C1(CCCC1)N1C2=C(N(C(C(C1)(F)F)=O)C)C=NC(=N2)NC2=C(C(=O)NC1CCN(CC1)C)C=CC=C2OC [(9-cyclopentyl-7,7-difluoro-5-methyl-6-oxo-8H-pyrimido[4,5-b][1,4]diazepin-2-yl)amino]-3-methoxy-N-(1-methylpiperidin-4-yl)benzamide